ClC1=C(C=C2C=NN(C2=C1)C=1C=C(C(=C(C1)O)F)F)N1CCN(CC1)S(=O)(=O)C(C)C 5-(6-Chloro-5-(4-(isopropyl-sulfonyl)piperazin-1-yl)-1H-indazol-1-yl)-2,3-difluoro-phenol